FC(C=1C=C(C=CC1F)N1C=C(C=2[C@@H](C(CCC12)(F)F)O)S(=O)(=O)C(C#N)C)F 2-(((S)-1-(3-(difluoromethyl)-4-fluorophenyl)-5,5-difluoro-4-hydroxy-4,5,6,7-tetrahydro-1H-indol-3-yl)sulfonyl)propionitrile